FC(C(=O)O)(F)F.COC1=CC=C(C=N1)C=1C(=NC(=NC1)NC=1C=NN(C1)C)NC=1C=C(C=CC1)NC(C=C)=O N-(3-((5-(6-methoxypyridin-3-yl)-2-((1-methyl-1H-pyrazol-4-yl)amino)pyrimidin-4-yl)amino)phenyl)acrylamide trifluoroacetate